C(C=C)(=O)OCCOCCOCCOCCOC 2-(2-(2-(2-methoxyethoxy)ethoxy)ethoxy)ethyl acrylate